[Si](C)(C)(C(C)(C)C)OC=1C=C(C2=CC=CC=C2C1)C1=C(C=2N=C(N=C(C2C=N1)N1CC2CCC(C1)N2C(=O)OC(C)(C)C)OC[C@H]2N(CCC2)C)F Tert-butyl 3-[7-[3-[tert-butyl(dimethyl)silyl]oxy-1-naphthyl]-8-fluoro-2-[[(2S)-1-methylpyrrolidin-2-yl]methoxy]pyrido[4,3-d]pyrimidin-4-yl]-3,8-diazabicyclo[3.2.1]octane-8-carboxylate